(3-bromophenyl)(methyl)-λ4-sulfanimine BrC=1C=C(C=CC1)S(=N)C